1-(2-(3-ethyl-5-((4-(5-phenyl-4,5-dihydro-1H-pyrazol-1-yl)thieno[3,2-d]pyrimidin-2-yl)amino)phenoxy)ethyl)piperidin-4-ol C(C)C=1C=C(OCCN2CCC(CC2)O)C=C(C1)NC=1N=C(C2=C(N1)C=CS2)N2N=CCC2C2=CC=CC=C2